N[C@@H](C)C(=O)OC1CCC(CC1)N1N=CC(=C1C)C=1C=C(C=2N(C1)N=CC2C#N)SC2=C(C=C(C=C2)F)C#N (1r,4S)-4-(4-(3-cyano-4-((2-cyano-4-fluorophenyl)thio)pyrazolo[1,5-a]pyridin-6-yl)-5-methyl-1H-pyrazol-1-yl)cyclohexyl L-alaninate